BrC=1C(=C2C(=CN(C2=CC1)C)C(=O)O)OC 5-Bromo-4-methoxy-1-methyl-1H-indole-3-carboxylic acid